CC(C)(C)OC(=O)N1C(CC(CC1)=O)C 2-methyl-4-oxo-hexahydropyridine-1-carboxylic acid 2-methylpropan-2-yl ester